FC=1C=C(C(=O)N2C3CN(CC2C3)C3=CC=C(C=N3)C=3C=2N(C=C(C3)OCC(C)(C)O)N=CC2C#N)C=CC1C 4-(6-(6-(3-fluoro-4-methylbenzoyl)-3,6-diazabicyclo[3.1.1]heptan-3-yl)pyridin-3-yl)-6-(2-hydroxy-2-methylpropoxy)pyrazolo[1,5-a]pyridine-3-carbonitrile